C12CN(CC2C1)C1=CC=C(C(=N1)Cl)CN1C=NC(=C1)C(=O)OCC ethyl 1-[(6-{3-azabicyclo[3.1.0]hexan-3-yl}-2-chloropyridin-3-yl)methyl]-1H-imidazole-4-carboxylate